BrC1=C2C(=C(C(=C(C2=CC2=CC3=CC4=CC=CC=C4C=C3C=C12)Br)Br)Br)Br Pentabromopentacene